(1R,3R)-1-(((R)-tert-butylsulfinyl)amino)-3-(vinyloxy)-8-azaspiro[4.5]decane-8-carboxylic acid tert-butyl ester C(C)(C)(C)OC(=O)N1CCC2(C[C@H](C[C@H]2N[S@](=O)C(C)(C)C)OC=C)CC1